ethoxy propoxy ether C(CC)OOOCC